C(CCCCCC)C(O[Si](OCCCCCCN(CCCCO)CCCCCCO[Si](OC(SCCCCCCCC)CCCCCCC)(C)C)(C)C)SCCCCCCCC 15-heptyl-5-(10-heptyl-8,8-dimethyl-7,9-dioxa-11-thia-8-silanonadecyl)-13,13-dimethyl-12,14-dioxa-16-thia-5-aza-13-silatetracosan-1-ol